(S)-9-fluoro-3-methyl-7-oxo-10-(piperazin-1-yl)-2,3-dihydro-7H-[1,4]oxazino[2,3,4-ij]quinoline-6-carboxylic acid hydrochloride Cl.FC=1C=C2C(C(=CN3C2=C(C1N1CCNCC1)OC[C@@H]3C)C(=O)O)=O